C(C)(C)(C)OC(=O)N1C=CC=C1 1-tert-Butoxycarbonyl-pyrrole